FC=1C(=CC(=C(C(=O)N)C1)O[C@@H](C)CCC)N1N=C2COCCN2C1=O 5-fluoro-4-(3-oxo-5,6-dihydro-3H-[1,2,4]triazolo[3,4-c][1,4]oxazin-2(8H)-yl)-2-[(2S)-pentan-2-yloxy]benzamide